2,2,3,3,4,4,5,5-octafluorohexane FC(C)(C(C(C(C)(F)F)(F)F)(F)F)F